5-fluoro-3-hydroxyisobenzofuran-1(3H)-one FC=1C=C2C(OC(C2=CC1)=O)O